(6-aminomethyl-pyridine-3-yl)-ethyl acetate dihydrochloride Cl.Cl.C(C)(=O)OCCC=1C=NC(=CC1)CN